ethyl 4-(6-methoxy-5-(3-((6-methoxy-2-((3-methoxypropyl)(methyl)carbamoyl)benzo[b]thiophen-5-yl)oxy)propoxy)benzo[b]thiophen-2-yl)4-oxobutyrate COC=1C(=CC2=C(SC(=C2)C(CCC(=O)OCC)=O)C1)OCCCOC1=CC2=C(SC(=C2)C(N(C)CCCOC)=O)C=C1OC